ClC1=CC2=C(C=N1)CN(C2)CC2=C(C=C(C=C2)OC)OC 6-chloro-2-(2,4-dimethoxybenzyl)-2,3-dihydro-1H-pyrrolo[3,4-c]pyridine